ethyl 4-oxo-2-tosyl-2,4,5,6-tetrahydrocyclopenta[c]pyrrole-1-carboxylate O=C1CCC2=C(N(C=C21)S(=O)(=O)C2=CC=C(C)C=C2)C(=O)OCC